N(=C=O)C1SCC(SC1)N=C=O 2,5-diisocyanato-1,4-dithian